5-nitro-3-{2-[2-(trifluoromethoxy)phenyl]ethyl}-3,4-dihydroquinazolin-4-one [N+](=O)([O-])C1=C2C(N(C=NC2=CC=C1)CCC1=C(C=CC=C1)OC(F)(F)F)=O